N-(2-(isoquinolin-1-yl)propan-2-yl)-2-(2-methyl-1,2,3,4-tetrahydroisoquinolin-3-yl)acetamide C1(=NC=CC2=CC=CC=C12)C(C)(C)NC(CC1N(CC2=CC=CC=C2C1)C)=O